P(=O)(OC[N+]1=C(C(=CC=C1)C1=CC(=NO1)CC=1C=NC(=CC1)OCC1=CC(=CC(=C1)F)F)N)(O)[O-] (2-amino-3-(3-((6-((3,5-difluorobenzyl)oxy)pyridin-3-yl)methyl)isoxazol-5-yl)pyridin-1-ium-1-yl)methyl hydrogen phosphate